COC1=CC=C(C=C1)C(OC[C@@]1(O[C@H](CN(C1)C1CCCCC1)N1C(NC(C=C1)=O)=O)CO)(C1=CC=CC=C1)C1=CC=C(C=C1)OC 1-[(2R,6S)-6-[[bis(4-methoxyphenyl)-phenyl-methoxy]methyl]-4-cyclohexyl-6-(hydroxymethyl)morpholin-2-yl]pyrimidine-2,4-dione